(1S,3R)-3-acetylamino-N-(4-(7-cyano-2,2-dimethyl-2,3-dihydro-1H-pyrrolizin-5-yl)-5-fluoropyridin-2-yl)cyclohexane-1-carboxamide C(C)(=O)N[C@H]1C[C@H](CCC1)C(=O)NC1=NC=C(C(=C1)C=1N2CC(CC2=C(C1)C#N)(C)C)F